isopropoxyglycerol triacrylate C(C=C)(=O)OC(C(OC(C=C)=O)COC(C=C)=O)OC(C)C